6-bromo-N-(4-morpholinophenyl)imidazo[1,2-a]pyrazin-8-amine C1COCCN1C2=CC=C(C=C2)NC3=NC(=CN4C3=NC=C4)Br